6-(2-(1H-imidazol-1-yl)ethoxy)-4-(6-(4-ethynylpiperidin-1-yl)pyridin-3-yl)pyrazolo[1,5-a]pyridine-3-carbonitrile N1(C=NC=C1)CCOC=1C=C(C=2N(C1)N=CC2C#N)C=2C=NC(=CC2)N2CCC(CC2)C#C